(2,4-dichlorophenyl)-3-phenyl-1,2,4-oxadiazole-5-carboxamide ClC1=C(C=CC(=C1)Cl)NC(=O)C1=NC(=NO1)C1=CC=CC=C1